CC1(C)CCCC(C)=C1\C=C\C(\C)=C\C=C\C(\C)=C\C=C\C=C(/C)\C=C\C=C(/C)\C=C\C1=C(C)CCCC1(C)C BETA-Carotene